Tetradecen C=CCCCCCCCCCCCC